(R)-3-amino-4-(4-nitrophenyl)-butyric acid N[C@@H](CC(=O)O)CC1=CC=C(C=C1)[N+](=O)[O-]